C1(=CC=CC=C1)C1(C(C1)CO)C1=CC=CC=C1 (+)-2,2-diphenylcyclopropylmethanol